FC(C1=NN=C(O1)C=1C=C(C(=NC1)CN1N=C(N=N1)C1=CC2=C(N(C(=N2)N)C)C=C1)F)F 5-[2-[[5-[5-(difluoromethyl)-1,3,4-oxadiazol-2-yl]-3-fluoropyridin-2-yl]methyl]tetrazol-5-yl]-1-methylbenzimidazole-2-amine